4-(7',8'-dihydro-5'H-spiro[1,3-dioxolane-2,6'-quinolin]-3'-ylamino)-2-{3-methoxy-4-[(1s,3s)-3-(dimethylamino)cyclobutoxy]phenylamino}pyrimidine N1=CC(=CC=2CC3(CCC12)OCCO3)NC3=NC(=NC=C3)NC3=CC(=C(C=C3)OC3CC(C3)N(C)C)OC